3,3',3''-Phosphinetriyltribenzenesulfonate P(C=1C=C(C=CC1)S(=O)(=O)[O-])(C=1C=C(C=CC1)S(=O)(=O)[O-])C=1C=C(C=CC1)S(=O)(=O)[O-]